isoquinolyl-(isocarbostyril) C1(=NC=CC2=CC=CC=C12)C=1NC(=O)C2=CC=CC=C2C1